1,2-dimethyl-3-(1-methylethenyl)cyclopentanol CC1(C(C(CC1)C(=C)C)C)O